6-fluoro-2,2'-dibromo-1,1'-biphenyl FC1=CC=CC(=C1C1=C(C=CC=C1)Br)Br